ClC=1C=C(C=CC1F)C(O)(C=1C=NC(=CC1)OCC(F)(F)F)C=1NC=C(N1)SC (3-chloro-4-fluorophenyl)(4-(methyl-thio)-1H-imidazol-2-yl)(6-(2,2,2-trifluoroethoxy)pyridin-3-yl)methanol